5-ethynyl-8-phenyl-2-((4-(piperidin-4-yl)phenyl)amino)pyrido[2,3-d]pyrimidin-7(8H)-one C(#C)C1=CC(N(C=2N=C(N=CC21)NC2=CC=C(C=C2)C2CCNCC2)C2=CC=CC=C2)=O